ClC1=CC=C2C(=CC(=NC2=C1)C=1C=CC(=C(C(=O)OCC)C1)OCC)N1C=NC=C1 Ethyl 5-(7-chloro-4-(1H-imidazol-1-yl) quinolin-2-yl)-2-ethoxybenzoate